FC(S(=O)(=O)OC1=C2C=NN(C2=CC2=C1C(=CC=C2)CC)C2OCCCC2)(F)F 5-ethyl-1-(tetrahydro-2H-pyran-2-yl)-1H-benzo[f]indazol-4-yl trifluoromethanesulfonate